(2S)-3-((S)-2-amino-3,3-dimethylbutyryl)-N-((S)-1-cyano-2-((S)-2-oxoPyrrolidin-3-yl)ethyl)-5-fluoro-6,6-dimethyl-3-azabicyclo[3.1.0]Hexane-2-carboxamide N[C@H](C(=O)N1[C@@H](C2C(C2(C1)F)(C)C)C(=O)N[C@@H](C[C@H]1C(NCC1)=O)C#N)C(C)(C)C